2-mercapto-5-methoxybenzothiazole (R)-tert-butyl-7-(4-((1-(tert-butoxycarbonyl)pyrrolidin-3-yl)(methyl)amino)butyl)-3,4-dihydro-1,8-naphthyridine-1(2H)-carboxylate C(C)(C)(C)OC(=O)N1CCCC2=CC=C(N=C12)CCCCN(C)[C@H]1CN(CC1)C(=O)OC(C)(C)C.SC=1SC2=C(N1)C=C(C=C2)OC